FC1=C(OC2=C(C=C(C=C2)NS(=O)(=O)CC)C=2C(=NOC2C)C)C=CC(=C1)F N-(4-(2,4-difluorophenoxy)-3-(3,5-dimethylisoxazol-4-yl)phenyl)ethanesulfonamide